isopropylphenyl-ruthenium (II) C(C)(C)[Ru]C1=CC=CC=C1